4-((1R,5S)-3,8-diazabicyclo[3.2.1]octan-3-yl)-6-chloro-8-fluoro-2-(((2R,7aS)-2-fluorohexahydro-1H-pyrrolizin-7a-yl)methoxy)-7-(5-methyl-1H-indazol-4-yl)quinazoline [C@H]12CN(C[C@H](CC1)N2)C2=NC(=NC1=C(C(=C(C=C21)Cl)C2=C1C=NNC1=CC=C2C)F)OC[C@]21CCCN1C[C@@H](C2)F